4-((3-(aminomethyl)-5-fluorophenyl)amino)benzonitrile trifluoroacetate FC(C(=O)O)(F)F.NCC=1C=C(C=C(C1)F)NC1=CC=C(C#N)C=C1